FC1=CC=C(CN2CCC3=CC(=CC=C23)NC(CC=2SC=CC2)=O)C=C1 N-[1-(4-Fluorobenzyl)-2,3-dihydro-1H-indol-5-yl]-2-thiophen-2-ylacetamide